2-(6-methyl-2,3-dihydro-1H-indene-1-ylidene)acetonitrile CC1=CC=C2CCC(C2=C1)=CC#N